acryloyl-4-isopropylpiperidine C(C=C)(=O)N1CCC(CC1)C(C)C